C1(CC1)O[C@@H]([C@@H](C=1OC2=C(N1)C=C(C=C2)[C@@H](COC)N2C(N[C@@H](C2)C(F)(F)F)=O)NC(OC(C)(C)C)=O)C tert-butyl ((1S,2R)-2-cyclopropoxy-1-(5-((S)-2-methoxy-1-((S)-2-oxo-4-(trifluoromethyl)imidazolidin-1-yl)ethyl)benzo[d]oxazol-2-yl)propyl)carbamate